[6-phenyl-5-(trifluoromethyl)(2-pyridyl)amino]azoline-2,5-dione C1(=CC=CC=C1)C1=C(C=CC(=N1)NN1C(C=CC1=O)=O)C(F)(F)F